NC1=C(C=C2C(=N1)C(C=1C(=CC=CC1O2)Cl)=O)OC=2C(=NC(=CC2)N2CCC(CC2)C(OC)OC)C 2-amino-9-chloro-3-((6-(4-(dimethoxymethyl)piperidin-1-yl)-2-methylpyridin-3-yl)oxy)-10H-chromeno[3,2-b]pyridin-10-one